(R)-3-(3-(6-(2-(4-Amino-1H-pyrazol-1-yl)pyrimidin-4-yl)pyridin-2-yl)isoxazol-5-yl)-3-hydroxy-1-methylpyrrolidin-2-one NC=1C=NN(C1)C1=NC=CC(=N1)C1=CC=CC(=N1)C1=NOC(=C1)[C@]1(C(N(CC1)C)=O)O